(5-(4-((4-(1H-pyrazol-4-yl)phenyl)amino)-5-fluoropyrimidin-2-yl)isoindolin-2-yl)(3,3-difluoro-1-methylcyclobutyl)methanone N1N=CC(=C1)C1=CC=C(C=C1)NC1=NC(=NC=C1F)C=1C=C2CN(CC2=CC1)C(=O)C1(CC(C1)(F)F)C